O=C1NC(CCC1N1C(C2=CC=C(C=C2C1=O)OCCOCCOCCS(=O)(=O)N1CCN(CC1)C1CCC(CC1)NC1=NC=NC2=CC=C(C=C12)C#N)=O)=O 4-(((1r,4r)-4-(4-((2-(2-(2-((2-(2,6-dioxopiperidin-3-yl)-1,3-dioxoisoindolin-5-yl)oxy)ethoxy)ethoxy)ethyl)sulfonyl)piperazin-1-yl)cyclohexyl)amino)quinazoline-6-carbonitrile